FC=1C=C(CN(C2CCN(CC2)C(=O)N2CC(C3=NC(=CC=C32)C)(C)C)C)C=CC1 (4-((3-fluorobenzyl)(methyl)amino)piperidin-1-yl)(3,3,5-trimethyl-2,3-dihydro-1H-pyrrolo[3,2-b]pyridin-1-yl)methanone